OC=1C=C2C(=NC1)C(=CS2)C=2CCN(CC2)C(=O)OC(C)(C)C tert-butyl 4-(6-hydroxythieno[3,2-b]pyridin-3-yl)-3,6-dihydropyridine-1(2H)-carboxylate